FC=1C=C(OC=2C=NC=3CCN(CC3C2)C2=C(C=C(C=N2)C#N)C)C=CC1 6-[3-(3-fluorophenoxy)-7,8-dihydro-5H-1,6-naphthyridin-6-yl]-5-methyl-pyridine-3-carbonitrile